dicyanoaniline hydrochloride Cl.C(#N)N(C1=CC=CC=C1)C#N